3,8-bis[3-(dibenzothiophene-4-yl)phenyl]benzobenzofuran C1=CC=C(C=2SC3=C(C21)C=CC=C3)C=3C=C(C=CC3)C3=COC2=C3C=CC3=C2C=C(C=C3)C3=CC(=CC=C3)C3=CC=CC2=C3SC3=C2C=CC=C3